OCC1CCC(CC1)NC(=O)C=1N=C(C=C2C1NN=C2)N2C=NC=C2 N-((1r,4r)-4-(hydroxymethyl)cyclohexyl)-5-(1H-imidazol-1-yl)-1H-pyrazolo[3,4-c]pyridine-7-carboxamide